ClC1=C(OCC(=O)Cl)C=CC=C1 2-(2-chlorophenoxy)acetyl chloride